O=C1N(CC2=CC(=CC=C12)N1CC(C1)N1CCC(CC1)=O)C1C(NC(CC1)=O)=O 3-(1-oxo-5-(3-(4-oxopiperidin-1-yl)azetidin-1-yl)isoindolin-2-yl)piperidine-2,6-dione